Endo-5-(5-(4-(4-chlorobenzyl)-3-oxo-2-azabicyclo[3.1.0]hexan-2-yl)-1H-pyrazol-3-yl)pyridazine-3-carbonitrile ClC1=CC=C(CC2C(N(C3CC23)C2=CC(=NN2)C=2C=C(N=NC2)C#N)=O)C=C1